(2-fluorophenyl)-((5-(4-methoxy-3-methylphenyl)thiophen-2-yl)methyl)quinoline-2-carboxamide FC1=C(C=CC=C1)C1=C(C(=NC2=CC=CC=C12)C(=O)N)CC=1SC(=CC1)C1=CC(=C(C=C1)OC)C